BrC1=CC=C2NC=3C=C(C=C(C3C(C2=C1)(C)C)OC)C 7-bromo-1-methoxy-3,9,9-trimethyl-9,10-dihydroacridine